CCN([C@H]1CN(NC1C2=CC=C(C=C2)Cl)C(=NC3=CC(=CC=C3)OC(F)F)N=CN)C(=O)CO N-[3-(4-chlorophenyl)-1-{N'-cyano-N-[3-(difluoromethoxy)phenyl]carbamimidoyl}-4,5-dihydro-1H-pyrazol-4-YL]-N-ethyl-2-hydroxyacetamide